BrC1=CC=2C(C3=CC(=CC=C3C2C=C1)Br)(CCCCCCCC)CCCCCCCC 2,7-dibromo-9,9-di-n-octyl-fluorene